2-propenoyl-2-piperazinecarboxylic acid C(C=C)(=O)C1(NCCNC1)C(=O)O